(2R,3R,4R,SR)-2-(acetoxymethyl)-5-(6-chloro-4-(((R)-1-(4-(pentafluoro-λ6-sulfanyl)phenyl)ethyl)amino)-1H-pyrazolo[3,4-d]pyrimidin-1-yl)tetrahydrofuran-3,4-diyl diacetate C(C)(=O)O[C@@H]1[C@H](O[C@@H]([C@@H]1OC(C)=O)N1N=CC=2C1=NC(=NC2N[C@H](C)C2=CC=C(C=C2)S(F)(F)(F)(F)F)Cl)COC(C)=O |&1:7|